fucopyranosyl-(1-4)-N-glycolylneuraminic acid C1([C@@H](O)[C@H](O)[C@H](O)[C@@H](O1)C)O[C@H]1CC(C(O)=O)(O)O[C@H]([C@@H]1NC(CO)=O)[C@H](O)[C@H](O)CO